4-methoxyphthalanilic acid COC=1C=C(C(C(=O)O)=CC1)C(=O)NC1=CC=CC=C1